4-(3-(2-hydroxyethyl)-4-(3-(5-(trifluoromethyl) pyridin-2-yloxy) pyrrolidin-1-yl) phenyl)-5,6-dihydropyridine-1(2H)-carboxylate OCCC=1C=C(C=CC1N1CC(CC1)OC1=NC=C(C=C1)C(F)(F)F)C1=CCN(CC1)C(=O)[O-]